(1S,4R)-2,5-diphenylbicyclo[2.2.2]octa-2,5-diene C1(=CC=CC=C1)C=1[C@@H]2C=C([C@@H](C1)CC2)C2=CC=CC=C2